1-[6-(2,5-dichloropyrimidin-4-yl)-4-fluoro-1-(propan-2-yl)-1H-benzimidazol-2-yl]ethan-1-one ClC1=NC=C(C(=N1)C=1C=C(C2=C(N(C(=N2)C(C)=O)C(C)C)C1)F)Cl